N-(1'-(2-(3-fluoroazetidin-1-yl)-6-methylpyrimidin-4-yl)-1',2'-dihydrospiro[cyclopropane-1,3'-pyrrolo[3,2-c]pyridin]-6'-yl)acetamide FC1CN(C1)C1=NC(=CC(=N1)N1CC2(C=3C=NC(=CC31)NC(C)=O)CC2)C